6-((1-methyl-1H-pyrazol-4-yl)thio)-2-((1-(tetrahydro-2H-pyran-2-yl)-1H-pyrazol-3-yl)methyl)phthalazin-1(2H)-one CN1N=CC(=C1)SC=1C=C2C=NN(C(C2=CC1)=O)CC1=NN(C=C1)C1OCCCC1